BrC=1C(=CC2=C(NC=N2)C1)Cl 6-bromo-5-chloro-1H-benzo[d]Imidazole